COC1=C(C=C(C=C1)NC1=NC(=CC(=N1)NC)C)N1N=C2C(NCCC2)=C1 N2-(4-methoxy-3-(4,5,6,7-tetrahydro-2H-pyrazolo[4,3-b]pyridin-2-yl)phenyl)-N4,6-dimethylpyrimidine-2,4-diamine